((1R,8S,9s)-bicyclo[6.1.0]non-4-yn-9-yl)methyl (11-(3-(5-(4-acryloyl-2-oxopiperazin-1-yl)furan-2-yl)propanamido)undecyl)carbamate C(C=C)(=O)N1CC(N(CC1)C1=CC=C(O1)CCC(=O)NCCCCCCCCCCCNC(OCC1[C@H]2CCC#CCC[C@@H]12)=O)=O